2-(5-(2-(dimethylamino)ethyl)-2-oxo-4-(trifluoromethyl)pyridin-1(2H)-yl)-4-methylpentanoate CN(CCC=1C(=CC(N(C1)C(C(=O)[O-])CC(C)C)=O)C(F)(F)F)C